N-cyclopropyl-4-((1S,3S)-6-methoxy-3-methyl-2-propioloyl-1,2,3,4-tetrahydroisoquinolin-1-yl)benzamide C1(CC1)NC(C1=CC=C(C=C1)[C@@H]1N([C@H](CC2=CC(=CC=C12)OC)C)C(C#C)=O)=O